CC=1N=C(SC1C)NCC1=CC=C(C=C1)C (4,5-dimethylthiazol-2-yl)(p-tolyl)methylamine